1,1-dimethoxy-1-silacyclopentane CO[Si]1(CCCC1)OC